CSC1=NC(=NC(=N1)NC(C)(C)C)NC1CC1 2-methylsulfanyl-4-tert-butylamino-6-cyclopropylamino-1,3,5-triazine